3,5-dibromoisoquinoline BrC=1N=CC2=CC=CC(=C2C1)Br